CN(C=1C=CC(=C(C1)N1/C(/SCC1=O)=N/C(=O)NC1=C(C=C(C=C1)C1=NN(C=N1)C1=NC=C(C=C1)OC(F)(F)F)F)OCC(F)(F)F)C (Z)-1-(3-(5-(dimethylamino)-2-(2,2,2-trifluoroethoxy)phenyl)-4-oxothiazolidin-2-ylidene)-3-(2-fluoro-4-(1-(5-(trifluoromethoxy)pyridin-2-yl)-1H-1,2,4-triazol-3-yl)phenyl)urea